C(C)C1=C(CN2CC(CC2)C(=O)O)C=CC(=C1)C(C)=NOCC1=CC(=C(C=C1)C1=CSC=C1)F 1-(2-ethyl-4-(1-(((3-fluoro-4-(thiophen-3-yl)benzyl)oxy)imino)ethyl)benzyl)pyrrolidine-3-carboxylic acid